(naphthylphenyl)(benzanthracenyl)anthracene C1(=CC=CC2=CC=CC=C12)C1=C(C=CC=C1)C1=C(C2=CC3=CC=CC=C3C=C2C=C1)C1=CC=CC=2C=CC=3C=C4C=CC=CC4=CC3C21